1-(4-vinylphenyl)-benzocyclobutene C(=C)C1=CC=C(C=C1)C1CC=2C1=CC=CC2